methyl (E)-[4-[3-(4-chlorophenyl)-3-[4-[3-(pyrrolidin-1-yl)propynyl]phenyl]allyloxy]-2-methyl-phenoxy]-acetate ClC1=CC=C(C=C1)/C(=C/COC1=CC(=C(OCC(=O)OC)C=C1)C)/C1=CC=C(C=C1)C#CCN1CCCC1